(S)-2-cyclopentylpentan-3-one C1(CCCC1)[C@H](C)C(CC)=O